3-(1-acetyl-4-(methoxy-d3)piperidin-4-yl)-5-chloro-8-hydroxy-1,7-dimethyl-1,6-naphthyridine-2(1H)-one C(C)(=O)N1CCC(CC1)(OC([2H])([2H])[2H])C=1C(N(C2=C(C(=NC(=C2C1)Cl)C)O)C)=O